O=C1OC2=CC(=CC=C2C(=C1)C1=C(C=CC=C1)C)/C=C/C(=O)OCC ethyl (E)-3-(2-oxo-4-(o-tolyl)-2H-chromen-7-yl)acrylate